5-((1S,3aR,6aS)-2-(6-methyl-4-(trifluoromethyl)pyridin-2-yl)-3-oxooctahydrocyclopenta[c]pyrrol-1-yl)-4-(m-tolyl)-4H-1,2,4-triazole-3-carbaldehyde CC1=CC(=CC(=N1)N1[C@@H]([C@@H]2[C@H](C1=O)CCC2)C=2N(C(=NN2)C=O)C=2C=C(C=CC2)C)C(F)(F)F